C1(CCC1)SC cyclobutylmethyl sulfide